(Z)-2-cyano-1-((S)-2-(dimethylamino)-3-phenylpropyl)-3-(1-(pyridin-4-yl)propan-2-yl)guanidine C(#N)\N=C(\NC[C@H](CC1=CC=CC=C1)N(C)C)/NC(CC1=CC=NC=C1)C